tert-butyl (tert-butoxycarbonyl)(5-((tert-butyldimethylsilyl)oxy)pentyl)carbamate C(C)(C)(C)OC(=O)N(C(OC(C)(C)C)=O)CCCCCO[Si](C)(C)C(C)(C)C